ClC1=C(C(=CC(=C1)F)F)NC=1N(C2=NC(=NC=C2N1)NC[C@H]1[C@H](CCCC1)O)C1CCC(CC1)C(=O)N (1R,4s)-4-(8-(2-chloro-4,6-difluorophenylamino)-2-(((1S,2S)-2-hydroxycyclohexyl)methylamino)-9H-purin-9-yl)cyclohexanecarboxamide